acryloyloxypropyl-dimethylmethoxysilane C(C=C)(=O)OCCC[Si](OC)(C)C